ClC1=C(C=C(CNC(=O)C2=NN(C=3C(N(CCC32)CC3(CC3)S(=O)(=O)C(C)([C@H](CO)O)C)=O)C)C=C1)F (S)-N-(4-chloro-3-fluorobenzyl)-6-((1-((3,4-dihydroxy-2-methylbutan-2-yl)sulfonyl)cyclopropyl)methyl)-1-methyl-7-oxo-4,5,6,7-tetrahydro-1H-pyrazolo[3,4-c]pyridine-3-carboxamide